3-Nitro-1-(oxetan-3-yl)pyrazole [N+](=O)([O-])C1=NN(C=C1)C1COC1